BrC1=CC(=C(O[C@@H](C)C2=NN=C(N2)C(F)(F)F)C=C1)C1=NOC=C1 3-[(1S)-1-[4-bromo-2-(1,2-oxazol-3-yl)phenoxy]ethyl]-5-(trifluoromethyl)-4H-1,2,4-triazole